Perfluoro-1,8-diiodooctane FC(C(C(C(C(C(C(C(I)(F)F)(F)F)(F)F)(F)F)(F)F)(F)F)(F)F)(I)F